N-Cyclohexylaminomethyldimethoxymethyl-silane nickel [Ni].C1(CCCCC1)NC[SiH2]C(OC)OC